(2-(1H-indol-3-yl)-1H-imidazol-4-yl)phenyl-methanone N1C=C(C2=CC=CC=C12)C=1NC=C(N1)C(=O)C1=CC=CC=C1